C(C1=CC=CC=C1)OC=1C2=C(N=C(N1)SC)NC1=C2C=CN=C1C1=C2C=NN(C2=CC2=C1C(=C(C=C2)F)C#C[Si](C(C)C)(C(C)C)C(C)C)S(=O)(=O)C(F)(F)F 4-(benzyloxy)-8-(6-fluoro-1-((trifluoromethyl)sulfonyl)-5-((triisopropylsilyl)ethynyl)-1H-benzo[f]indazol-4-yl)-2-(methylthio)-9H-pyrido[4',3':4,5]pyrrolo[2,3-d]pyrimidine